C(CCCCCCCCCCCCCCC)C1=NC(=C2N=NN(C(N21)=O)C)C(=O)[O-] hexadecyl-methyl-4-oxo-3,4-dihydroimidazo[5,1-d][1,2,3,5]tetrazine-8-carboxylate